4,6-bis(octylsulfanylmethyl)-o-cresol C(CCCCCCC)SCC=1C=C(C(=C(C1)CSCCCCCCCC)O)C